NC1CC(CC(C1)(CN)C)(C)C 1-Amino-3,3,5-trimethyl-5-aminomethylcyclohexan